6-(azetidin-1-yl)-N-((5-(tert-butyl)-2-methoxy-phenyl)sulfonyl)-4-fluorobenzofuran-2-carboxamide N1(CCC1)C1=CC2=C(C=C(O2)C(=O)NS(=O)(=O)C2=C(C=CC(=C2)C(C)(C)C)OC)C(=C1)F